4-(2-Isopropoxy-6-(trifluoromethyl)pyrimidine-4-carboxamido)-2-methylbenzoic acid C(C)(C)OC1=NC(=CC(=N1)C(=O)NC1=CC(=C(C(=O)O)C=C1)C)C(F)(F)F